FC1=CC(=NC2=CC=C(C=C12)C(=O)O)C 4-fluoro-2-methylquinoline-6-carboxylic acid